C1(CC1)N1C2=C(OCC1)C=C(C=C2)N 4-cyclopropyl-3,4-dihydro-2H-benzo[b][1,4]oxazin-7-amine